nitroammonium sulfate S(=O)(=O)([O-])[O-].[N+](=O)([O-])[NH3+].[N+](=O)([O-])[NH3+]